C1(CC(C(CC1)C(C)C)OC(C(C)O)O)C menthoxy-1,2-propylene glycol